8-((3-aminopropyl)(6-(((nonyloxy)carbonyl)oxy)hexyl)amino)octanoic acid heptadec-9-yl ester CCCCCCCCC(CCCCCCCC)OC(CCCCCCCN(CCCCCCOC(=O)OCCCCCCCCC)CCCN)=O